FC(C(=O)O)(F)F.BrC=1C=C(C=CC1)C(CC#N)N1N=CC(=C1)C=1C2=C(N=CN1)NC=C2 3-(3-bromophenyl)-3-[4-(7H-pyrrolo[2,3-d]pyrimidin-4-yl)-1H-pyrazol-1-yl]propanenitrile trifluoroacetate